BrC1=NN2C(N=CC=C2)=C1 2-bromopyrazolo[1,5-a]pyrimidine